The molecule is a pyrazolopyrimidine that is pyrazolo[1,5-a]pyrimidine bearing quinolin-4-yl and 4-isopropyloxyphenyl substituents at positions 3 and 6 respectively. It has a role as a protein kinase inhibitor, a bone morphogenetic protein receptor antagonist and an antineoplastic agent. It is a member of quinolines, a pyrazolopyrimidine and an aromatic ether. CC(C)OC1=CC=C(C=C1)C2=CN3C(=C(C=N3)C4=CC=NC5=CC=CC=C45)N=C2